2'-chloro-4'-methoxy-[1,1'-biphenyl]-4-carboxylic acid ClC1=C(C=CC(=C1)OC)C1=CC=C(C=C1)C(=O)O